C(CCCCCCCCCCCCCCC)N1C=[N+](C=C1)C 1-hexadecyl-3-methylimidazolium